C12C3C4C(CC(C3C(C=C1)C2)C4)CO Tetracyclo[6.2.1.13,6.02,7]dodec-9-ene-4-methanol